ClC1=C(C=CC=2OC(OC21)(C)C)C(C)O 1-(4-chloro-2,2-dimethylbenzo[d][1,3]dioxol-5-yl)ethan-1-ol